OCC1CCNC(CO1)=O 7-(Hydroxymethyl)-1,4-oxazepan-3-one